tert-Butyl 3-(Hydroxymethyl)-4-(4-methoxyphenyl)-5,6-dihydropyridine-1(2H)-carboxylate OCC=1CN(CCC1C1=CC=C(C=C1)OC)C(=O)OC(C)(C)C